(2S,4R)-2-Benzyl 1-tert-butyl 4-fluoro-4-(fluoromethyl)pyrrolidine-1,2-dicarboxylate F[C@@]1(C[C@H](N(C1)C(=O)OC(C)(C)C)C(=O)OCC1=CC=CC=C1)CF